(2,2,3,4,4,4-Hexafluorobutyl acrylate) FC(CC(C(=O)[O-])=C)(C(C(F)(F)F)F)F